NC1=C(C=CC=C1)NC(CCCCCNC=1C2=C(N=CN1)NC=C2C(=O)C2=C(C=C(C=C2)OC2=CC=CC=C2)Cl)=O N-(2-aminophenyl)-6-[(5-{[2-chloro-4-(phenyloxy)phenyl]carbonyl}-7H-pyrrolo[2,3-d]pyrimidin-4-yl)amino]hexanamide